NC=1C(=NC(=CC1)Cl)C1(CC1)NCC(=O)OC methyl 2-{[1-(3-amino-6-chloropyridin-2-yl)cyclopropyl]amino}acetate